(S)-3-((1-(7,8-dichloro-4-(1H-imidazol-1-yl)quinolin-2-yl)pyrrolidin-2-yl)methoxy)benzoic acid methyl ester COC(C1=CC(=CC=C1)OC[C@H]1N(CCC1)C1=NC2=C(C(=CC=C2C(=C1)N1C=NC=C1)Cl)Cl)=O